N(=[N+]=[N-])CCOC=1N=C(C2=C(N1)C(=C(N=C2)C2=CC=CC1=CC=CC(=C21)Cl)F)N2CC1CCC(C2)N1 2-(2-azidoethoxy)-7-(8-chloro-1-naphthyl)-4-(3,8-diazabicyclo[3.2.1]octan-3-yl)-8-fluoro-pyrido[4,3-d]pyrimidine